COC=1C=C2C(NN=C(C2=CC1OC)CC1=CC=C(C=C1)NC(OC(C)(C)C)=O)=O tert-butyl (4-((6,7-dimethoxy-4-oxo-3,4-dihydrophthalazin-1-yl)methyl)phenyl)carbamate